CC1(CC2=CC=C(C=C2C1)NC1=CC=C(CNC(OC(C)(C)C)=O)C=C1)C tert-butyl (4-((2,2-dimethyl-2,3-dihydro-1H-inden-5-yl)amino) benzyl)carbamate